COS(=O)(=O)[O-].OCC[N+](C)(CCO)CCO tris(2-hydroxyethyl)methylammonium methylsulfate